NN1CCC(CC1)[C@H](CN1CCN(CC1)C1=CC=C(C=C1)C1C(NC(CC1)=O)=O)C 3-(4-(4-((R)-2-(1-aminopiperidin-4-yl)propyl)piperazin-1-yl)phenyl)piperidine-2,6-dione